ClC1=C(C=CC(=C1)Cl)C=1C(NC2(C1O)CCOCC2)=O 3-(2,4-dichlorophenyl)-4-hydroxy-8-oxa-1-azaspiro[4.5]dec-3-en-2-one